BrC=1C=C2C(=CC(OC2=CC1O)=O)C1OCOCC1 4-[6-bromo-7-hydroxycoumarin-4-yl]-1,3-dioxan